FC1(CCC(CC1)[C@@H](C(NC1=NC=CC(=C1)CN1C(N[C@@H](C1)C(F)(F)F)=O)=O)NC(=O)C=1C(=NOC1)C(C)C)F N-((S)-1-(4,4-Difluorocyclohexyl)-2-oxo-2-((4-(((S)-2-oxo-4-(trifluoromethyl)-imidazolidin-1-yl)methyl)pyridin-2-yl)amino)ethyl)-3-isopropylisoxazole-4-carboxamide